(4-(Methylsulfonyl)oxazol-5-yl)methanol CS(=O)(=O)C=1N=COC1CO